FC1=C(CC2=NC3=C(N2C[C@H]2OCC2)C=C(C=C3)C(=O)O)C=C(C(=C1)C1=NC(=CC=C1)OCC=1SC(=CN1)OCC(F)(F)F)F (S)-2-(2,5-difluoro-4-(6-((5-(2,2,2-trifluoroethoxy)thiazol-2-yl)methoxy)pyridin-2-yl)benzyl)-1-(oxetan-2-ylmethyl)-1H-benzo[d]imidazole-6-carboxylic acid